S1C(=NC2=C1C=CC=C2)NC2=C(C=C(N=N2)N(C=2SC(=C(N2)C(=O)O)CCCOC2=C(C=C(C=C2)C#CCNC)F)CCC(COC)O)C 2-[[6-(1,3-Benzothiazol-2-ylamino)-5-methyl-pyridazin-3-yl]-(3-hydroxy-4-methoxy-butyl)amino]-5-[3-[2-fluoro-4-[3-(methylamino)prop-1-ynyl]phenoxy]propyl]thiazole-4-carboxylic acid